C(C1=CC=CC=C1)[N+](C)(C)CC1=CC=CC=C1 di(benzyl)dimethyl-ammonium